tert-Butyl 7-bromo-3-fluoro-8-methyl-2,3-dihydropyrido[2,3-b][1,4]oxazine-1-carboxylate BrC1=C(C2=C(OC(CN2C(=O)OC(C)(C)C)F)N=C1)C